CC=1N=C(C2=C(N1)OC=C2C(=O)N2N=CC=C2)NC2(CC2)C methyl-N-(1-methylcyclopropyl)-5-(1H-pyrazole-1-carbonyl)furo[2,3-d]pyrimidin-4-amine